(5-(5-(chloromethyl)-1,2,4-oxadiazol-3-yl)thiophen-2-ylsulfonyl)-N,4-diethyl-4,5-dihydro-1H-pyrazole-1-carboxamide ClCC1=NC(=NO1)C1=CC=C(S1)S(=O)(=O)C1=NN(CC1CC)C(=O)NCC